rac-(1S*,2S*)-2-(5-chloro-2-cyanophenyl)-N-(4-(((6-cyclopropyl-[1,2,4]triazolo[1,5-a]pyrimidin-2-yl)methyl)amino)pyridin-2-yl)cyclopropane-1-carboxamide ClC=1C=CC(=C(C1)[C@@H]1[C@H](C1)C(=O)NC1=NC=CC(=C1)NCC1=NN2C(N=CC(=C2)C2CC2)=N1)C#N |r|